5-(2-chloro-4-phenoxybenzoyl)-7H-pyrrolo[2,3-d]pyrimidin ClC1=C(C(=O)C2=CNC=3N=CN=CC32)C=CC(=C1)OC1=CC=CC=C1